3-(2-chloro-3-(1,4-benzodioxan-6-yl)anilino)-1-methylpyrazolo[4,5-b]Pyridine ClC1=C(NC2=NN(C=3C2=NC=CC3)C)C=CC=C1C1=CC3=C(OCCO3)C=C1